4-bromo-N-(3-oxo-2-(2,2,2-trifluoroethyl)isoindolin-5-yl)-2-(6-azaspiro[2.5]octane-6-yl)benzamide BrC1=CC(=C(C(=O)NC=2C=C3C(N(CC3=CC2)CC(F)(F)F)=O)C=C1)N1CCC2(CC2)CC1